C1(CC1)CCNC(=O)N1C=NC(=C1)N1N=C(C=C1)F N-(2-Cyclopropylethyl)-4-(3-fluoro-1H-pyrazol-1-yl)-1H-imidazole-1-carboxamide